N-(2,6-difluoro-4-{8-[1-methyl-6-(trifluoromethyl)-1H-1,3-benzodiazol-5-yl]indolizine-3-carbonyl}phenyl)but-2-enamide FC1=C(C(=CC(=C1)C(=O)C1=CC=C2C(=CC=CN12)C1=CC2=C(N(C=N2)C)C=C1C(F)(F)F)F)NC(C=CC)=O